2-{4-[N-(5,6-diphenylpyrazin-2-yl)-N-isopropylamino]butyl}-N-(methylsulfonyl)acetamide C1(=CC=CC=C1)C=1N=CC(=NC1C1=CC=CC=C1)N(C(C)C)CCCCCC(=O)NS(=O)(=O)C